C1=CN(C(=O)NC1=O)[C@H]2[C@@H]([C@@H]([C@H](O2)CO)O)OP(=O)(O)O The molecule is a pyrimidine ribonucleoside 2'-monophosphate having uracil as the nucleobase It is a pyrimidine ribonucleoside 2'-monophosphate and a uridine phosphate. It is a conjugate acid of a uridine 2'-phosphate(2-).